C1N(CCC2=CC=CC=C12)C[C@@H](CNC(=O)C=1N=C2N(CC(CC2)C(=O)N2CC3(C2)CNC3)C1)O N-((R)-3-(3,4-Dihydroisoquinolin-2(1H)-yl)-2-hydroxypropyl)-6-(2,6-diazaspiro[3.3]heptane-2-carbonyl)-5,6,7,8-tetrahydroimidazo[1,2-a]pyridine-2-carboxamide